COC1=CC2=COC=C2C=C1OC 5,6-dimethoxyisobenzofuran